CC(C(=O)OC=1C(=NN(C(C1C1=C(C(=CC=C1F)Cl)CCC1=CC(=NC=C1)F)=O)C)C)C [5-[3-chloro-6-fluoro-2-[2-(2-fluoro-4-pyridyl)ethyl]phenyl]-1,3-dimethyl-6-oxo-pyridazin-4-yl] 2-methylpropanoate